5-chloro-N2-(2-cyclopropoxy-5-methyl-4-(1-methanesulfonyl-piperidin-4-yl)-phenyl)-N4-(3-(isopropyl-sulfonyl)-1-methyl-1H-pyrazol-4-yl)pyrimidin-2,4-diamine ClC=1C(=NC(=NC1)NC1=C(C=C(C(=C1)C)C1CCN(CC1)S(=O)(=O)C)OC1CC1)NC=1C(=NN(C1)C)S(=O)(=O)C(C)C